ClC1=CC=C(C=C1)C1=CC=C(N1C1=C(C=CC=C1)C(F)(F)F)C1=CC=C(C=N1)C(=O)O 6-[5-(4-chlorophenyl)-1-[2-(trifluoromethyl)phenyl]Pyrrol-2-yl]Pyridine-3-carboxylic acid